isopropyl-1,3-dimethyl-3-(2,3,5-trifluorobenzyl)urea C(C)(C)N(C(=O)N(CC1=C(C(=CC(=C1)F)F)F)C)C